CC1(C(N(OC1)CC1=CC=C(C=C1)C1=NOC(=N1)C(F)(F)F)=O)C 4,4-dimethyl-2-[[4-[5-(trifluoromethyl)-1,2,4-oxadiazol-3-yl]phenyl]-methyl]isoxazolin-3-one